3-(1-cyclopropyl-3-(2,5-difluoro-4-(trifluoromethoxy)benzyl)ureido)piperidine-1-carboxylic acid tert-butyl ester C(C)(C)(C)OC(=O)N1CC(CCC1)N(C(=O)NCC1=C(C=C(C(=C1)F)OC(F)(F)F)F)C1CC1